7-[2-Cyano-3-[[ethyl(methyl)sulfamoyl]amino]-6-fluoro-phenoxy]-2-[[1-[4-[3-(2,4-dioxohexahydropyrimidin-1-yl)-5-fluoro-1-methyl-indazol-6-yl]cyclohexyl]-4-piperidyl]methoxy]quinoxaline C(#N)C1=C(OC2=CC=C3N=CC(=NC3=C2)OCC2CCN(CC2)C2CCC(CC2)C2=C(C=C3C(=NN(C3=C2)C)N2C(NC(CC2)=O)=O)F)C(=CC=C1NS(N(C)CC)(=O)=O)F